(E)-2-(2-([1,1'-biphenyl]-4-yl)-vinyl)-6-methoxyquinoline C1(=CC=C(C=C1)/C=C/C1=NC2=CC=C(C=C2C=C1)OC)C1=CC=CC=C1